N-[(1S)-1-(3-ethoxyphenyl)-2-hydroxyethyl]propionamide C(C)OC=1C=C(C=CC1)[C@@H](CO)NC(CC)=O